[Na].SC1=[N+](C=CC=C1)[O-] 2-mercaptopyridine-1-oxide sodium salt